C(C(=C)C)(=O)OCCO Ethylene glycol monomethacrylate